(biphenyl-4-yl)-(1,1':2',1'':2'',1'''-quaterphenyl-5'-yl)-(9,9'-spirobi[fluoren]-2-yl)amine C1(=CC=C(C=C1)N(C1=CC=2C3(C4=CC=CC=C4C2C=C1)C1=CC=CC=C1C=1C=CC=CC13)C1=CC=C(C(=C1)C1=CC=CC=C1)C=1C(=CC=CC1)C1=CC=CC=C1)C1=CC=CC=C1